N-(3-(1H-imidazol-1-yl)propyl)-4-(6-(3-fluorophenyl)imidazo[1,5-a]pyrazin-3-yl)benzamide N1(C=NC=C1)CCCNC(C1=CC=C(C=C1)C1=NC=C2N1C=C(N=C2)C2=CC(=CC=C2)F)=O